DITHIOCARBAMAT C(N)([S-])=S